NC(CCO)C=1C=C(C=CC1)C1=CC(=CC(=C1)N1CCC2(CC2)CC1)COC1=C(C=CC=C1)CC(=O)O 2-(2-((3'-(1-amino-3-hydroxypropyl)-5-(6-azaspiro[2.5]octan-6-yl)-[1,1'-biphenyl]-3-yl)methoxy)phenyl)acetic acid